C(#N)C1=CC(=C(S1)COC1=CC=CC(=N1)N1CCN(CC1)COC(=O)C=1C=CC2=C(N(C=N2)CC2OCC2)C1)F ((4-(6-((5-cyano-3-fluorothiophen-2-yl) methoxy) pyridin-2-yl) piperazin-1-yl) methyl)-1-(oxetan-2-ylmethyl)-1H-benzo[d]imidazole-6-carboxylate